N-(4-bromo-3-cyclopropaneoxybenzyl)-5-fluoro-2-methoxybenzamide BrC1=C(C=C(CNC(C2=C(C=CC(=C2)F)OC)=O)C=C1)OC1CC1